C(=O)O.COC1=CC=2C3=C(C(=NC2C=C1OCCCN1CCCC1)N[C@H]1COCC1)CCC3 8-methoxy-N-[(3R)-oxolan-3-yl]-7-[3-(pyrrolidin-1-yl)propoxy]-1H,2H,3H-cyclopenta[c]quinolin-4-amine formate